3-amino-1-(3-chloro-10,11-dihydro-5H-dibenzo[b,f]azepin-5-yl)propan-1-one NCCC(=O)N1C2=C(CCC3=C1C=CC=C3)C=CC(=C2)Cl